2-(4-(dimethylcarbamoyl)phenyl)-N-(2-methyl-5-(2-(piperidin-1-yl)acetamido)pyridin-3-yl)-1H-pyrrolo[2,3-b]pyridine-5-carboxamide CN(C(=O)C1=CC=C(C=C1)C1=CC=2C(=NC=C(C2)C(=O)NC=2C(=NC=C(C2)NC(CN2CCCCC2)=O)C)N1)C